C(C1=CC=CC=C1)C1=C(C=CC(=C1)F)S(=O)(=O)N benzyl-4-fluorobenzenesulfonamide